2-aminomethyl-indan NCC1CC2=CC=CC=C2C1